1-(1-(4-bromophenyl)cyclopropyl)pyridin-2(1H)-one BrC1=CC=C(C=C1)C1(CC1)N1C(C=CC=C1)=O